Cl.CC(C)O 2-propanol hydrochlorid